COC=1C(=CC=2CCN3[C@@H](C2C1)CC1=C(C3)NC=3C=CC(=CC31)OC)OCC3=CC=C(C=C3)C(F)(F)F (R)-2,12-Dimethoxy-3-((4-(trifluoromethyl)benzyl)-oxy)-5,6,8,9,14,14a-hexahydroindolo[3',2':4,5]pyrido[2,1-a]isochinolin